N-methyl-N-((3-methyl-5-(pyridin-3-yloxy)benzofuran-2-yl)methyl)acrylamide hydrochloride Cl.CN(C(C=C)=O)CC=1OC2=C(C1C)C=C(C=C2)OC=2C=NC=CC2